COC1=C(C=C2C(N(C(S2)=NN=C2C(NC3=CC=C(C=C23)C)=O)C2=CC=C(C=C2)OC)=O)C=CC(=C1)OC 3-(2-(5-(2,4-dimethoxybenzylidene)-3-(4-methoxyphenyl)-4-oxothiazolidine-2-ylidene)hydrazono)-5-methylindol-2-one